ClC1=NC(=C(C(=C1F)\C=N\OC)OC)N1CCOCC1 (E)-{[2-chloro-3-fluoro-5-methoxy-6-(morpholin-4-yl)pyridin-4-yl]methylene}(methoxy)amine